C(C)(C)(C)OC(=O)N1CC(C1)OC1=CC(=CC(=C1)C=1SC(=CN1)C)C(=O)OC 3-[3-(methoxycarbonyl)-5-(5-methyl-1,3-thiazol-2-yl)phenoxy]azetidine-1-carboxylic acid tert-butyl ester